5-(acryloyloxy)-pentyl methacrylate C(C(=C)C)(=O)OCCCCCOC(C=C)=O